CC1=CC(=C(C(=C1)C(C)C)N1CN(CC1)C1=C(C=C(C=C1C(C)C)C)C(C)C)C(C)C 1,3-bis[4-methyl-2,6-di(propan-2-yl)phenyl]tetrahydro-1H-imidazole